BrC=1C(=NN2C1C(=NC=C2C(C)=O)Cl)I 1-(3-bromo-4-chloro-2-iodopyrazolo[1,5-a]pyrazin-7-yl)ethanone